4-(1H-Indol-4-yl)-12-({2-methyl-2,8-diazaspiro[4.5]decan-8-yl}methyl)-6-(morpholin-4-yl)-8-oxa-3,5,10-triazatricyclo[7.4.0.02,7]trideca-1(13),2(7),3,5,9,11-hexaene N1C=CC2=C(C=CC=C12)C1=NC=2C3=CC(=CN=C3OC2C(=N1)N1CCOCC1)CN1CCC2(CCN(C2)C)CC1